3-(1,1-dicyanomethylene)-indanone C(#N)C(C#N)=C1CC(C2=CC=CC=C12)=O